3-(5-(((1S,2S)-2-(3-methoxyazetidin-1-yl)cyclopentyl)oxy)-1-oxoisoindolin-2-yl)piperidine-2,6-dione COC1CN(C1)[C@@H]1[C@H](CCC1)OC=1C=C2CN(C(C2=CC1)=O)C1C(NC(CC1)=O)=O